3-(dimethylamino)-2,2-dimethyl-1-phenylpropan-1-one CN(CC(C(=O)C1=CC=CC=C1)(C)C)C